O=S1(CC(C1)C(=O)O)=O 1,1-dioxothietane-3-carboxylic acid